CCCCCCCCCCCCCCCCCCCCCCCCC(C(=O)N[C@@H](CO[C@H]1[C@@H]([C@H]([C@@H]([C@H](O1)CO)O)O)O)[C@@H](/C=C/CCCCCCCCCC(C)C)O)O The molecule is an N-acyl-1-O-beta-D-glucosyl-15-methylhexadecasphing-4-enine in which the acyl group has 26 carbons and 0 double bonds and is 2-hydroxylated. It derives from a 15-methylhexadecasphing-4-enine.